(Z)-3-((3,3-dibutyl-5-(4-fluorophenyl)-7-(methylthio)-1,1-dioxido-2,3,4,5-tetrahydro-1,5-benzothiazepin-8-yl)oxy)-2-fluoroacrylic acid C(CCC)C1(CS(C2=C(N(C1)C1=CC=C(C=C1)F)C=C(C(=C2)O\C=C(\C(=O)O)/F)SC)(=O)=O)CCCC